Bis(isopropoxy) bis(ethylacetoacetate) titanium [Ti].C(C)CC(CC(=O)OOC(C)C)=O.C(C)CC(CC(=O)OOC(C)C)=O